(R)-(1,3-Dimethyl-azetidin-3-yl)-(4-isopropyl-phenyl)-{5-[5-(2-pyrazol-1-yl-ethyl)-[1,2,4]oxadiazol-3-yl]-pyridin-3-yl}-methanol CN1CC(C1)(C)[C@@](O)(C=1C=NC=C(C1)C1=NOC(=N1)CCN1N=CC=C1)C1=CC=C(C=C1)C(C)C